C(#N)CC1(CN(C1)C1CCN(CC1)C(=O)NC1=C(C=CC(=C1)F)F)N1N=CC(=C1)C=1C2=C(N=CN1)NC=C2 4-{3-(cyanomethyl)-3-[4-(7H-pyrrolo[2,3-d]pyrimidin-4-yl)-1H-pyrazol-1-yl]azetidin-1-yl}-N-(2,5-difluorophenyl)piperidine-1-carboxamide